7-Bromo-2-chloro-3-isopropyl-quinoline BrC1=CC=C2C=C(C(=NC2=C1)Cl)C(C)C